S1C2=C(C(=C1)C=1C=CC(=C(C1)NC1=NC=NC3=CC(=C(C=C13)OC1CN(C1)C(C=C)=O)OC)OC)C=CC=C2 1-(3-((4-((5-(benzo[b]thiophen-3-yl)-2-methoxyphenyl)amino)-7-methoxyquinazolin-6-yl)oxy)azetidin-1-yl)prop-2-en-1-one